ClC1=C2C=C(NC2=CC=C1)CN1C(N(C=2N=C(N(C2C1=O)C)C(C1=CC=CC=C1)O)C)=O 1-((4-chloro-1H-indol-2-yl)methyl)-8-(hydroxy(phenyl)methyl)-3,7-dimethyl-1H-purine-2,6(3H,7H)-dione